N,N,N',N'-Tetraglycidyl-4,4'-methylenebisbenzenamine C(C1CO1)N(C1=CC=C(C=C1)CC1=CC=C(C=C1)N(CC1CO1)CC1CO1)CC1CO1